FC(C(=O)O)(F)F.COC(=O)C=1N=CNC1 1H-imidazole-4-carboxylic acid methyl ester trifluoroacetate